N-Ethyl-N-methylamphetamine C(C)N(C(C)CC1=CC=CC=C1)C